tert-butyl (1S,3aR,6aS)-2-(1H-1,3-benzodiazole-2-carbonyl)-hexahydro-1H-cyclopenta[c]pyrrole-1-carboxylate N1C(=NC2=C1C=CC=C2)C(=O)N2[C@@H]([C@@H]1[C@H](C2)CCC1)C(=O)OC(C)(C)C